C(C)OC1=NC=CC=C1C1=CC(=C2C(=N1)C(=NN2C(C)C)C)CCC=2C=NC=C(C2)OC 5-(2-ethoxy-3-pyridyl)-1-isopropyl-7-[2-(5-methoxy-3-pyridyl)ethyl]-3-methyl-pyrazolo[4,3-b]pyridine